ClC=1C=C2C=NC(=NC2=CC1C1CCN(CC1)C1C(CCC1)(F)F)NC=1C=NN(C1C)C1CC1 6-chloro-N-(1-cyclopropyl-5-methyl-1H-pyrazol-4-yl)-7-[1-(2,2-difluorocyclopentyl)piperidin-4-yl]quinazolin-2-amine